(6-chloro-9-ethyl-1-methyl-9H-pyrido[3,4-b]indol-8-yl)-3-methoxy-pyridin-2-ylamine ClC=1C=C2C3=C(N(C2=C(C1)NC1=NC=CC=C1OC)CC)C(=NC=C3)C